C(C)OC1=CC=CC2=C1OC=1CN(CCC12)CCC1=CC=C2C=CC=NC2=C1 7-(2-(8-ethoxy-3,4-dihydrobenzofuro[2,3-c]pyridin-2(1H)-yl)ethyl)quinoline